N-(4-bromo-2-(1-phenylvinyl)phenyl)-4-methyl-N-(2-methylallyl)benzenesulfonamide BrC1=CC(=C(C=C1)N(S(=O)(=O)C1=CC=C(C=C1)C)CC(=C)C)C(=C)C1=CC=CC=C1